2-(2-cyclopropyl-4-methoxyphenyl)-8-(2-hydroxyethoxy)-3-(oxazol-5-ylmethyl)benzo[4,5]thieno[2,3-d]pyrimidin-4(3H)-one C1(CC1)C1=C(C=CC(=C1)OC)C=1N(C(C2=C(N1)SC1=C2C=CC=C1OCCO)=O)CC1=CN=CO1